ClC1=C(C=CC2=C1C(=N[C@H](C(N2)=O)C)C2=NC=CC=C2F)C(F)(F)F (3S)-6-chloro-5-(3-fluoro-2-pyridinyl)-3-methyl-7-(trifluoromethyl)-1,3-dihydro-1,4-benzodiazepine-2-One